N1=C(N=C2N=C(N=C3N=C(N=C1N23)N)N)N 1,3,4,6,7,9,9b-Heptaazaphenalen-2,5,8-triamin